BrC=1C=C2C(=CNC2=C(C1)O)C=O 5-BROMO-7-HYDROXYINDOLE-3-CARBOXALDEHYDE